4-(2-hydroxypropan-2-yl)-N-((5-(pyrazolo[1,5-a]pyrimidin-6-yl)-2,3-dihydro-1H-inden-4-yl)carbamoyl)thiophene-2-sulfonamide OC(C)(C)C=1C=C(SC1)S(=O)(=O)NC(NC1=C2CCCC2=CC=C1C=1C=NC=2N(C1)N=CC2)=O